5-(3-methylthiophen-2-yl)-2-trityl-2H-tetrazole CC1=C(SC=C1)C=1N=NN(N1)C(C1=CC=CC=C1)(C1=CC=CC=C1)C1=CC=CC=C1